FC1=CC=CC=2C(=N[C@@H](C(NC21)=O)NC(=O)C=2C(=NN1C2N=CC=C1)C=1C=C2C=NN(C2=CC1)C)C1=CC=CC=C1 N-[(3S)-9-fluoro-2-oxo-5-phenyl-1,3-dihydro-1,4-benzodiazepin-3-yl]-2-(1-methylindazol-5-yl)pyrazolo[1,5-a]pyrimidine-3-carboxamide